2-(4-(5-Amino-4-cyano-1-isopropyl-1H-pyrazol-3-yl)phenyl)-N-(3-(4-fluorobicyclo[2.2.2]octan-1-yl)isoxazol-5-yl)acetamide NC1=C(C(=NN1C(C)C)C1=CC=C(C=C1)CC(=O)NC1=CC(=NO1)C12CCC(CC1)(CC2)F)C#N